O1CC(CC1)C(=O)N(C=1SC(=C(N1)C(=O)NC1C(CC1)(C)C)C)C1=CC(=NC(=C1)F)F 2-{[(oxolan-3-yl)carbonyl](2,6-difluoropyridin-4-yl)amino}-N-(2,2-dimethylcyclobutyl)-5-methylthiazole-4-carboxamide